FC1([C@@H]2[C@H](NCC1)CN(C2)C2=NC=1CC[C@@H](CC1C=C2)NC(=O)C2=C(C=1C(=NC(=CC1)C)S2)N)F N-[(6S)-2-[(4aS,7aS)-4,4-difluoro-octahydro-1H-pyrrolo[3,4-b]pyridin-6-yl]-5,6,7,8-tetrahydroquinolin-6-yl]-3-amino-6-methylthieno[2,3-b]pyridine-2-carboxamide